2-(trimethylsilyl)ethyl 4-((5-(N-(4-bromo-2-cyclopropyl-5-methylphenyl)but-2-ynamido)-1-methyl-1H-pyrazolo[4,3-b]pyridin-3-yl)oxy)-2,2-dimethylcyclohexane-1-carboxylate BrC1=CC(=C(C=C1C)N(C(C#CC)=O)C1=CC=C2C(=N1)C(=NN2C)OC2CC(C(CC2)C(=O)OCC[Si](C)(C)C)(C)C)C2CC2